S(=O)(OCF)OCCC(F)F (fluoromethyl) (3,3-difluoropropyl) sulfite